ClC1=C(C=C(OCC(=O)NC23CC(C2)(C3)NC(=O)C3=CC(C2=NC(=CC=C2O3)OC)=O)C=C1)F N-{3-[2-(4-chloro-3-fluorophenoxy)acetamido]bicyclo[1.1.1]pentan-1-yl}-6-methoxy-4-oxo-4H-pyrano[3,2-b]pyridine-2-carboxamide